METHYL (2R)-2-AMINO-3-(5-BROMO-4-FORMYL(3-PYRIDYL))PROPANOATE N[C@@H](C(=O)OC)CC=1C=NC=C(C1C=O)Br